5-((2-(2-(2-(((2-chloro-[1,1'-biphenyl]-4-yl)methyl)amino)ethyl)oxazol-5-yl)ethyl)amino)benzo[c][2,6]naphthyridine-8-carboxamide ClC1=C(C=CC(=C1)CNCCC=1OC(=CN1)CCNC1=NC2=C(C3=CN=CC=C13)C=CC(=C2)C(=O)N)C2=CC=CC=C2